C=C(CC)CCC(CCCC)CCC 3-methylene-6-propyl-decane